C(NC1=C(C=CC=C1)CC)NC1=C(C=CC=C1)CC methylenebis(2-ethylaniline)